tert-Butyl 2-(5-(5-((R)-1-(3,5-dichloropyridin-4-yl)ethoxy)-1-(tetrahydro-2H-pyran-2-yl)-1H-indazol-3-yl)-3-fluoropyridin-2-yl)-2,5-diazaspiro[3.4]octane-5-carboxylate ClC=1C=NC=C(C1[C@@H](C)OC=1C=C2C(=NN(C2=CC1)C1OCCCC1)C=1C=C(C(=NC1)N1CC2(C1)N(CCC2)C(=O)OC(C)(C)C)F)Cl